2-bromo-3',4'-difluoroacetophenone BrCC(=O)C1=CC(=C(C=C1)F)F